methyl (4aS,6aR,6bS,8aR,9S,12aS,14aR,14bS)-9-carbamoyl-11-cyano-2,2,6a,6b,9,12a-hexamethyl-10,14-dioxo-1,3,4,5,6,6a,6b,7,8,8a,9,10,12a,14,14a,14b-hexadecahydropicene-4a(2H)-carboxylate C(N)(=O)[C@]1([C@@H]2CC[C@]3([C@@]4(CC[C@]5(CCC(C[C@H]5[C@H]4C(C=C3[C@]2(C=C(C1=O)C#N)C)=O)(C)C)C(=O)OC)C)C)C